C(C)(C)(C)OC(C[C@@H](C(=O)N[C@H](C(=O)OCOC(=O)OC(C)C)CC1=CC=CC=C1)NC(=O)OC(C)(C)C)=O (S)-3-((tert-butoxycarbonyl)amino)-4-(((S)-1-(((isopropoxycarbonyl)oxy)methoxy)-1-Oxo-3-phenylpropan-2-yl)amino)-4-oxobutanoic acid tert-butyl ester